FC1=C(C=CC(=C1)F)N1CCNCC1 2,4-difluorophenylpiperazine